2-(4-{4-[bis(4-fluorophenyl)methyl]piperazin-1-yl}-3-nitro-2-oxo-1,2-dihydroquinolin-1-yl)acetonitrile FC1=CC=C(C=C1)C(N1CCN(CC1)C1=C(C(N(C2=CC=CC=C12)CC#N)=O)[N+](=O)[O-])C1=CC=C(C=C1)F